[O-]S(=O)(=O)C(F)(F)F.[Sn+4].[O-]S(=O)(=O)C(F)(F)F.[O-]S(=O)(=O)C(F)(F)F.[O-]S(=O)(=O)C(F)(F)F tin triflate